C(C)(C)(C)OC(=O)N1C[C@@H]2N(CC[C@@H]2[C@H]1C)CC1=CC=CC=C1 |r| rac-(3aR,4R,6aR)-1-benzyl-4-methylhexahydropyrrolo[3,4-b]pyrrole-5(1H)-carboxylic acid tert-butyl ester